(2S)-2-amino-N-[(2S)-3-(3,4-difluorophenyl)-1-(4-[3-[1-(2,6-dioxopiperidin-3-yl)-3-methyl-2-oxo-1,3-benzodiazol-4-yl]propyl]piperidin-1-yl)-1-oxopropan-2-yl]pentanediamide N[C@H](C(=O)N[C@H](C(=O)N1CCC(CC1)CCCC1=CC=CC=2N(C(N(C21)C)=O)C2C(NC(CC2)=O)=O)CC2=CC(=C(C=C2)F)F)CCC(=O)N